FC(C=1C(=C(C=CC1)[C@@H](C)NC1=NN=C(C2=CC=C(C=C12)C1=CC(=NC=C1)CN1CCC(CC1)C1=C(C=C(C=C1)[C@@]1(C(NC(CC1)=O)=O)C)C)C)F)F (R)-3-(4-(1-((4-(4-(((R)-1-(3-(Difluoromethyl)-2-fluorophenyl)ethyl)amino)-1-methylphthalazin-6-yl)pyridin-2-yl)methyl)piperidin-4-yl)-3-methylphenyl)-3-methylpiperidine-2,6-dione